BrC=1C=C2CC[C@H]([C@@H](C2=CC1)O)NC(=O)[C@H]1N(C[C@@H](C1)O)C([C@H](C(C)(C)C)N1N=NC(=C1)C1CC1)=O (2S,4R)-N-[(1R,2R)-6-bromo-1-hydroxy-tetralin-2-yl]-1-[(2S)-2-(4-cyclopropyltriazol-1-yl)-3,3-dimethyl-butanoyl]-4-hydroxy-pyrrolidine-2-carboxamide